dimethylsilyl-bis(3-methyl-4-phenyl-indenyl)zirconium dichloride [Cl-].[Cl-].C[SiH](C)[Zr+2](C1C=C(C2=C(C=CC=C12)C1=CC=CC=C1)C)C1C=C(C2=C(C=CC=C12)C1=CC=CC=C1)C